FC1=C(C=C(C=C1F)C1=C(C=CC=C1C)C)CCC(=O)O 3-(4,5-difluoro-2',6'-dimethyl-[1,1'-biphenyl]-3-yl)propionic acid